N-(6-(3-(3,4-dimethoxyphenylsulfonamido)-2,6-difluorophenyl)quinazolin-2-yl)pivalamide COC=1C=C(C=CC1OC)S(=O)(=O)NC=1C(=C(C(=CC1)F)C=1C=C2C=NC(=NC2=CC1)NC(C(C)(C)C)=O)F